tert-butyl 1-(indolin-4-ylmethyl)piperidine-4-carboxylate N1CCC2=C(C=CC=C12)CN1CCC(CC1)C(=O)OC(C)(C)C